COC1CCC(CC1)C(=O)NC(NC1=CC(=C(C=C1)OC1=NC=C(C=C1)C(F)(F)F)C)=O 4-methoxy-N-((3-methyl-4-((5-(trifluoromethyl)pyridin-2-yl)oxy)phenyl)carbamoyl)cyclohexane-1-carboxamide